methyl 4-amino-1-(3-fluoro-4-(1-hydroxyethyl)phenyl)-2-oxo-7-(trifluoromethyl)-1,2-dihydroquinoline-3-carboxylate NC1=C(C(N(C2=CC(=CC=C12)C(F)(F)F)C1=CC(=C(C=C1)C(C)O)F)=O)C(=O)OC